N1CC(C1)OC1=CC=C(C=C1)C1=CN=CC(=N1)C(=O)NOCC1=C(C=CC(=C1)OC)F 6-(4-(azetidin-3-yloxy)phenyl)-N-((2-fluoro-5-methoxybenzyl)oxy)pyrazine-2-carboxamide